NC=1N2C(C=3N(C(N(C3N1)CCN1CCN(CC1)C1=CC=C(C=C1)S(=O)(=O)N)=O)C)=NC(=N2)C=2OC=CC2 4-(4-(2-(5-amino-8-(furan-2-yl)-1-methyl-2-oxo-1H-[1,2,4]triazolo[5,1-i]purin-3(2H)-yl)ethyl)piperazin-1-yl)benzenesulfonamide